CC1(CCN(CC1)C=1C=C2C(=NC1)C(=NN2)C=2C=CC1=C(N(C=N1)C)C2)N 4-methyl-1-(3-(1-methyl-1H-benzo[d]imidazol-6-yl)-1H-pyrazolo[4,3-b]pyridin-6-yl)piperidin-4-amine